3-((6-(1-Methyl-1H-pyrazol-5-yl)-1-oxoisoquinolin-2(1H)-yl)methyl)-N-(1-(oxetan-3-yl)piperidin-4-yl)benzamide CN1N=CC=C1C=1C=C2C=CN(C(C2=CC1)=O)CC=1C=C(C(=O)NC2CCN(CC2)C2COC2)C=CC1